CC1=C(SC(=N1)[N+]2=NC(=NN2C3=CC=CC=C3)C4=CC=CC=C4)C.[Br-] The molecule is the bromide salt of 3-(4,5-dimethylthiazol-2-yl)-2,5-diphenyltetrazolium. It has a role as a dye and a colorimetric reagent. It contains a 3-(4,5-dimethylthiazol-2-yl)-2,5-diphenyltetrazolium.